ethyl 3-(2-(methylthio)-4-((3-nitrophenyl)amino)pyrimidin-5-yl)-3-oxopropanoate CSC1=NC=C(C(=N1)NC1=CC(=CC=C1)[N+](=O)[O-])C(CC(=O)OCC)=O